C(C)(C)(C)[S@@](=O)N[C@@H](C1CCN(CC1)C(=O)OC(C)(C)C)C1=CC=C(C=C1)Cl tert-butyl 4-[(S)-[[(R)-tert-butylsulfinyl]amino]-(4-chlorophenyl)methyl]piperidine-1-carboxylate